oxetane-3-amine O1CC(C1)N